COC(=O)C1=NC(=CC=C1OC)/C(/N)=N/O (Z)-6-(N'-hydroxycarbamimidoyl)-3-methoxypyridine-2-carboxylic acid methyl ester